N1N=CC=C1C=1C=C(C=CC1)C1=C(C(=NC(=C1C#N)N1CCCCC1)N)C#N 4-(3-(1H-pyrazol-5-yl)phenyl)-2-amino-6-(piperidin-1-yl)pyridine-3,5-dicarbonitrile